C12CNCC(CC1)N2C=2SC(=C(N2)C=2C(=C(C=CC2)NS(=O)(=O)C2=C(C=CC=C2F)F)F)C2=NC(=NC=C2)Cl N-(3-(2-(3,8-Diazabicyclo[3.2.1]octan-8-yl)-5-(2-chloropyrimidin-4-yl)thiazol-4-yl)-2-fluorophenyl)-2,6-difluorobenzenesulfonamide